C(COCCO)O 2,2-oxydiethanol